2-(10-acetyl-3-methylpyrimidino[5',4':4,5]pyrano[3,2-f]indazol-8(5H)-yl)acetic acid C(C)(=O)C1=NN(C=2C=C3C(=CC12)C1=C(CO3)N=C(N=C1)C)CC(=O)O